tert-butyl 8-(((2S,3R)-3-(benzyloxy)-1-(methylamino)-1-oxobutan-2-yl)carbamoyl)-2-(2,2-dimethylcyclopropane-1-carbonyl)-2,6-diazaspiro[3.4]octane-6-carboxylate C(C1=CC=CC=C1)O[C@@H]([C@@H](C(=O)NC)NC(=O)C1CN(CC12CN(C2)C(=O)C2C(C2)(C)C)C(=O)OC(C)(C)C)C